CC(CCNC)N 1,N3-dimethylpropane-1,3-diamine